5-(7-(Difluoromethyl)-1'-methyl-2'-oxo-1',2',3,3',4,4'-hexahydro-2H-[1,7'-biquinolin]-6-yl)-N-(4-(2-(2,6-dioxopiperidin-3-yl)-1-oxoisoindolin-4-yl)but-3-yn-1-yl)picolinamide FC(C1=C(C=C2CCCN(C2=C1)C1=CC=C2CCC(N(C2=C1)C)=O)C=1C=CC(=NC1)C(=O)NCCC#CC1=C2CN(C(C2=CC=C1)=O)C1C(NC(CC1)=O)=O)F